ClCCOC1=C2CN(C(C2=CC=C1)=C=O)C1C(NC(CC1)=O)=O 3-(4-(2-chloroethoxy)-1-carbonylisoindolin-2-yl)piperidine-2,6-dione